trans-vinylene C#C